C1(=CC=CC=C1)[B-](C1=CC=CC=C1)(C1=CC=CC=C1)C1=CC=CC=C1.C(C)(C)(C)C1=CC=C(C=C1)[I+]C1=CC=C(C=C1)C(C)(C)C bis(4-t-butylphenyl)iodonium tetraphenylborate